ClC1=C2C(=CC=C1F)N(C(C21CCN(CC1)C(=O)C=1C=C2C=NNC2=CC1)=O)CC(N1CC(C(C1)(F)F)(F)F)=O 4-chloro-5-fluoro-1'-(1H-indazole-5-carbonyl)-1-[2-oxo-2-(3,3,4,4-tetrafluoropyrrolidin-1-yl)ethyl]spiro[indole-3,4'-piperidin]-2-one